Cl.NCC(=O)N1CC(C1)(F)F 2-amino-1-(3,3-difluoroazetidin-1-yl)ethan-1-one hydrochloride